NC([C@@H](C[C@@H]1C(NCC1)=O)C1(N(CC(C1)SC)C(=O)C=1NC2=CC=CC(=C2C1)OC)C(=O)N)=O ((S)-2-amino-2-oxo-1-[[(3S)-2-oxopyrrolidin-3-yl]methyl]ethyl)-1-(4-methoxy-1H-indole-2-carbonyl)-4-methylsulfanyl-pyrrolidine-2-carboxamide